ClC1=C(C=CC=C1)[C@H]([C@@H](C)C=1N(C(C(=C(N1)C(=O)NC=1C=NOC1)O)=O)C)N1N=CC(=C1)C 2-((1s,2r)-1-(2-chlorophenyl)-1-(4-methyl-1H-pyrazol-1-yl)propan-2-yl)-5-hydroxy-N-(isoxazol-4-yl)-1-methyl-6-oxo-1,6-dihydropyrimidine-4-carboxamide